Methyl 3-(3-acetoxypropyl)-6-chloro-7-(1-ethyl-5-(((4-methoxybenzyl)oxy)methyl)-3-methyl-1H-pyrazol-4-yl)-1-methyl-1H-indole-2-carboxylate C(C)(=O)OCCCC1=C(N(C2=C(C(=CC=C12)Cl)C=1C(=NN(C1COCC1=CC=C(C=C1)OC)CC)C)C)C(=O)OC